2-(difluoromethyl)-7-(3-(5-fluoro-2-methylphenyl)-7,8-dihydro-1,6-naphthyridin-6(5H)-yl)-8,9-dimethyl-4H-pyrimido[1,2-b]pyridazin-4-one FC(C=1N=C2N(N=C(C(=C2C)C)N2CC=3C=C(C=NC3CC2)C2=C(C=CC(=C2)F)C)C(C1)=O)F